8-methoxy-1-propyl-5,6-dihydropyrrolo[2,1-a]isoquinoline COC=1C=C2CCN3C(C2=CC1)=C(C=C3)CCC